C1(=CC=C(C=C1)C1=CN=CC(=N1)C(=O)O)C 6-(p-tolyl)pyrazine-2-carboxylic acid